(7S,13R)-11-fluoro-7,13-dimethyl-6,7,13,14-tetrahydro-1,15-ethenopyrazolo[4,3-f][1,4,8,10]benzoxatriazacyclotridecin-4(5H)-one FC=1C=CC2=C([C@H](NC3=NC4=C(C(NC[C@@H](O2)C)=O)C=NN4C=C3)C)C1